(R)-5-fluoro-2-((4-(7-((1-((3-(2-fluoroacryloylamino)piperidin-1-yl)sulfonyl)piperidine-4-yl)methyl)-2,7-diazaspiro[3.5]nonan-2-yl)pyrimidin-5-yl)oxy)-N,N-diisopropylbenzamide FC=1C=CC(=C(C(=O)N(C(C)C)C(C)C)C1)OC=1C(=NC=NC1)N1CC2(C1)CCN(CC2)CC2CCN(CC2)S(=O)(=O)N2C[C@@H](CCC2)NC(C(=C)F)=O